(S)-Ethyl 2-(4-((2-chloro-6-fluorophenyl)carbamoyl)-2-fluoro-5-((1,1,1-trifluoropropan-2-yl)oxy)phenyl)-5-(1,1-difluoroethyl)thiazole-4-carboxylate ClC1=C(C(=CC=C1)F)NC(=O)C1=CC(=C(C=C1O[C@H](C(F)(F)F)C)C=1SC(=C(N1)C(=O)OCC)C(C)(F)F)F